N-[(1R,6S)-6-{[(3S)-1-(cyclopropylmethyl)pyrrolidin-3-yl]oxy}-2,2-difluorocyclohexyl]-4-(5-cyclopropyl-1,2,4-oxadiazol-3-yl)-4-methylpiperidine-1-carboxamide C1(CC1)CN1C[C@H](CC1)O[C@H]1CCCC([C@@H]1NC(=O)N1CCC(CC1)(C)C1=NOC(=N1)C1CC1)(F)F